CC1=NC(=CC=C1NC1CC2(C1)CC(C2)N)N2CC(N(CC2)C)C(F)(F)F N2-(2-methyl-6-(4-methyl-3-(trifluoromethyl)piperazin-1-yl)pyridin-3-yl)spiro[3.3]heptane-2,6-diamine